trans-rac-2,2-dichloro-3-(3,4-dichlorophenyl)cyclopropane-1-carboxylic acid methyl ester COC(=O)[C@@H]1C([C@H]1C1=CC(=C(C=C1)Cl)Cl)(Cl)Cl |r|